benzyl 4-[2-(1-[1H-pyrrolo[2,3-c]pyridin-5-yl]piperidin-4-yl)ethyl]piperazine-1-carboxylate N1C=CC=2C1=CN=C(C2)N2CCC(CC2)CCN2CCN(CC2)C(=O)OCC2=CC=CC=C2